N-{2-chloro-6-[4-(propan-2-yl)piperazin-1-yl]phenyl}-4-{5-[(1s,2s)-2-fluorocyclopropyl]-1,2,4-oxadiazol-3-yl}-4-methylpiperidine-1-carboxamide ClC1=C(C(=CC=C1)N1CCN(CC1)C(C)C)NC(=O)N1CCC(CC1)(C)C1=NOC(=N1)[C@H]1[C@H](C1)F